2-methoxy-5-(pentafluorosulfanyl)benzaldehyde COC1=C(C=O)C=C(C=C1)S(F)(F)(F)(F)F